FC(S(=O)(=O)OC1=NC(=C(C2=C1C=CS2)C2=C(C=C(C=C2OCCOC)F)F)C2=CC=C1CCN(CC1=C2)C(C=C)=O)(F)F [7-[2,4-difluoro-6-(2-methoxyethoxy) phenyl]-6-(2-prop-2-enoyl-3,4-dihydro-1H-isoquinolin-7-yl) thieno[3,2-c]pyridin-4-yl] trifluoromethanesulfonate